2-[[6-(1,3-benzothiazol-2-ylamino)-5-methyl-pyridazin-3-yl]-(3,4-dihydroxybutyl)amino]-5-[3-[4-[3-(dimethylamino)prop-1-ynyl]-2-fluoro-phenoxy]propyl]thiazole-4-carboxylic acid S1C(=NC2=C1C=CC=C2)NC2=C(C=C(N=N2)N(C=2SC(=C(N2)C(=O)O)CCCOC2=C(C=C(C=C2)C#CCN(C)C)F)CCC(CO)O)C